FC(C1CCN(CC1)C1=CC=C(C=N1)N)(F)F 6-(4-(trifluoromethyl)piperidin-1-yl)pyridin-3-amine